8-[2-(cyclopropylmethoxy)-5-ethyl-sulfonylphenyl]-6-methylpyrido[4,3-d]pyrimidin-5-one C1(CC1)COC1=C(C=C(C=C1)S(=O)(=O)CC)C1=CN(C(C2=C1N=CN=C2)=O)C